6-((6-chloro-4'-fluoro-[1,1'-biphenyl]-2-yl)amino)-3-fluoro-2-methylbenzoic acid ClC1=CC=CC(=C1C1=CC=C(C=C1)F)NC1=CC=C(C(=C1C(=O)O)C)F